BrC=1C=C(C=NC1)N1C(CCC1)C#N 1-(5-bromopyridin-3-yl)pyrrolidine-2-nitrile